rel-((1S,4S,7S)-2-(5-(4-chloro-2-methyl-2H-indazol-5-yl)-3-methyl-4-oxo-4,7-dihydro-3H-pyrrolo[2,3-d]pyrimidin-2-yl)-2-azabicyclo[2.2.1]heptan-7-yl)carbamic acid tert-butyl ester C(C)(C)(C)OC(N[C@@H]1[C@H]2N(C[C@@H]1CC2)C=2N(C(C1=C(N2)NC=C1C1=C(C2=CN(N=C2C=C1)C)Cl)=O)C)=O |o1:7,8,11|